O[C@@H](CNC=1C2=C(N(C(N1)=O)C1=C(C=CC=C1)Cl)N=C(C=C2)C(F)(F)F)C 4-[((2R)-2-hydroxypropyl)amino]-1-(2-chlorophenyl)-7-(trifluoromethyl)-pyrido[2,3-d]pyrimidin-2(1H)-one